4-{5-[(3-chlorobenzylidene)amino]-1,3,4-thiadiazol-2-yl}catechol ClC=1C=C(C=NC2=NN=C(S2)C=2C=C(C(O)=CC2)O)C=CC1